sodium 2,3-bis((3-(benzyloxy)propanoyl)oxy)propyl ((R)-2,3-bis(tetradecanoyloxy)propyl) phosphate P(=O)(OCC(COC(CCOCC1=CC=CC=C1)=O)OC(CCOCC1=CC=CC=C1)=O)(OC[C@@H](COC(CCCCCCCCCCCCC)=O)OC(CCCCCCCCCCCCC)=O)[O-].[Na+]